tert-butyl [(3S,5S)-3-amino-2-oxo-5-(8,8,13,13-tetramethyl-5,5-dioxo-12,12-diphenyl-2,6,11-trioxa-5λ6-thia-12-silatetradecan-1-yl)pyrrolidin-1-yl]acetate N[C@@H]1C(N([C@@H](C1)COCCS(OCC(CCO[Si](C(C)(C)C)(C1=CC=CC=C1)C1=CC=CC=C1)(C)C)(=O)=O)CC(=O)OC(C)(C)C)=O